N[C@H](C(=O)N1[C@@H]([C@H]2C([C@H]2C1)(C)C)C(=O)NC(C(=O)N)C1CCCC=2C=CN=CC12)C(C)(C)C (1R,2S,5S)-3-[(2S)-2-amino-3,3-dimethyl-butanoyl]-N-[2-amino-2-oxo-1-(5,6,7,8-tetrahydroisoquinolin-8-yl)ethyl]-6,6-dimethyl-3-azabicyclo[3.1.0]hexane-2-carboxamide